disilylbis(N-t-butylamino)(tetramethylcyclopentadienyl)titanium dichloride [Cl-].[Cl-].[SiH3][Ti](C1(C(=C(C(=C1)C)C)C)C)(NC(C)(C)C)(NC(C)(C)C)[SiH3]